2-(6-(((1R,2S,3S,5R)-2-fluoro-1,5,8-trimethyl-8-azabicyclo[3.2.1]oct-6-en-3-yl)(methyl)amino)pyridazin-3-yl)-5-(4-fluoro-1H-pyrazol-1-yl)phenol F[C@@H]1[C@]2(C=C[C@@](C[C@@H]1N(C1=CC=C(N=N1)C1=C(C=C(C=C1)N1N=CC(=C1)F)O)C)(N2C)C)C